ClC=1N=C(C2=C(N1)C(=CN2)C(C2=CC(=CC1=CC=CC=C21)OC(C(C)(C)C)=O)O)N2C[C@@H](N(CC2)C(=O)OCC2=CC=CC=C2)CC#N benzyl (2S)-4-(2-chloro-7-(hydroxy(3-(pivaloyloxy)naphthalen-1-yl)methyl)-5H-pyrrolo[3,2-d]pyrimidin-4-yl)-2-(cyanomethyl)piperazine-1-carboxylate